trans-3-[[4-[(3S)-3-(2-pyridyl)isoxazolidine-2-carbonyl]cyclohexyl]methoxy]benzamide N1=C(C=CC=C1)[C@H]1N(OCC1)C(=O)[C@@H]1CC[C@H](CC1)COC=1C=C(C(=O)N)C=CC1